N1=CC(=CC=C1)C=1C=C(C=C(C1)C=1C=NC=CC1)C1=CC(=CC(=C1)C1=CC(=CC(=C1)C=1C=NC=CC1)C=1C=NC=CC1)C1=CC(=CC(=C1)C=1C=NC=CC1)C=1C=NC=CC1 1,3,5-tris[3,5-bis(3-pyridinyl)phenyl]benzene